OC1=CC(=C2C=CC=NC2=C1)C1(CC1)NC(=O)C=1C=C(OCC(C)NC(OC(C)(C)C)=O)C=CC1C tert-butyl (1-(3-((1-(7-hydroxyquinolin-5-yl)cyclopropyl)carbamoyl)-4-methylphenoxy)propan-2-yl)carbamate